2-bromo-4-methoxyphenol BrC1=C(C=CC(=C1)OC)O